ethyl 2-(6-(dimethylamino)-4-isopropyl-1-oxophthalazin-2(1H)-yl)acetate CN(C=1C=C2C(=NN(C(C2=CC1)=O)CC(=O)OCC)C(C)C)C